1-imino-N-(2-methoxy-5-(4-(trifluoromethyl)phenoxy)phenyl)hexahydro-1λ6-Thiopyran-4-carboxamide 1-oxide N=S1(CCC(CC1)C(=O)NC1=C(C=CC(=C1)OC1=CC=C(C=C1)C(F)(F)F)OC)=O